N-(2-aminophenyl)-4-(3-(4-(((2-(pyridin-3-yl)cyclopropyl)amino)methyl)piperidin-1-yl)propyl)benzamide TFA Salt OC(=O)C(F)(F)F.NC1=C(C=CC=C1)NC(C1=CC=C(C=C1)CCCN1CCC(CC1)CNC1C(C1)C=1C=NC=CC1)=O